methyl 1-ethyl-1,2,4-triazole-3-carboxylate C(C)N1N=C(N=C1)C(=O)OC